5-(4-methyl-2H-1,2,3-triazol-2-yl)-2-(7-(2,2,6,6-tetramethyl-1,2,3,6-tetrahydropyridin-4-yl)imidazo[1,2-a]pyrimidin-2-yl)pyridin-3-ol CC1=NN(N=C1)C=1C=C(C(=NC1)C=1N=C2N(C=CC(=N2)C=2CC(NC(C2)(C)C)(C)C)C1)O